C(C1=CC=CC=C1)N1CCN(CC1)C(=O)C1=CC(=C(C=C1)OCC)OCC (4-benzylpiperazin-1-yl)-(3,4-diethoxyphenyl)methanone